The molecule is a member of the class of isoxazoles that is L-alanine in which one of the methyl hydrogens is replaced by a 5-oxoisoxazolin-4-yl group. It has a role as a plant metabolite. It is a member of isoxazoles, a non-proteinogenic L-alpha-amino acid and a L-alanine derivative. It is a tautomer of a 3-(5-oxoisoxazolin-4-yl)-L-alanine zwitterion. C1=C(C(=O)ON1)C[C@@H](C(=O)O)N